N-(4-fluoro-3-(trifluoromethyl)phenyl)-2-methyl-6-nitrobenzo[d]thiazole-5-carboxamide FC1=C(C=C(C=C1)NC(=O)C=1C(=CC2=C(N=C(S2)C)C1)[N+](=O)[O-])C(F)(F)F